1,4-bis(diisobutylphosphino)butane 4-(diphenylamino)phenolate C1(=CC=CC=C1)N(C1=CC=C(C=C1)[O-])C1=CC=CC=C1.C(C(C)C)P(CCCCP(CC(C)C)CC(C)C)CC(C)C